2-(((S)-1-(3-Fluoropropyl)pyrrolidin-3-yl)methyl)-5-((1S,3R)-3-methyl-2-(2,2,2-trifluoroethyl)-2,3,4,9-tetrahydro-1H-pyrido[3,4-b]indol-1-yl)thiazole FCCCN1C[C@@H](CC1)CC=1SC(=CN1)[C@H]1N([C@@H](CC2=C1NC1=CC=CC=C21)C)CC(F)(F)F